[(1R)-1-(3-bromophenyl)propyl] (2S)-1-benzylpyrrolidine-2-carboxylate C(C1=CC=CC=C1)N1[C@@H](CCC1)C(=O)O[C@H](CC)C1=CC(=CC=C1)Br